ClC1=C(C(=CC=C1Cl)OCOCC[Si](C)(C)C)C1CC(N(C1)CCC(=O)O)=O 3-(4-(2,3-dichloro-6-((2-(trimethylsilyl)ethoxy)methoxy)phenyl)-2-oxopyrrolidin-1-yl)propanoic acid